4,6-Dichloro-5-((2-chloro-3-(trifluoromethyl)benzyl)oxy)-1H-indole-2-carboxylic acid ClC1=C2C=C(NC2=CC(=C1OCC1=C(C(=CC=C1)C(F)(F)F)Cl)Cl)C(=O)O